C(=O)(OC(C)(C)C)N([C@@H](CCCCN)C(=O)O)C(=O)OCC1C2=CC=CC=C2C2=CC=CC=C12 Boc-Fmoc-L-lysine